[1,2,4-triazolo[1,5-c]pyrimidin-8-yl]-N-hydroxyheptanamide N=1C=NN2C=NC=C(C21)C(C(=O)NO)CCCCC